5-bromo-N-[3-(trifluoromethoxy)phenyl]pyrimidin-2-amine BrC=1C=NC(=NC1)NC1=CC(=CC=C1)OC(F)(F)F